1,4-bis-(2-benzyloxy-ethyl)piperazine 5-Bromo-2'-deoxyuridine-5'-triphosphate P(O)(=O)(OP(=O)(O)OP(=O)(O)O)OC[C@@H]1[C@H](C[C@@H](O1)N1C(=O)NC(=O)C(=C1)Br)O.C(C1=CC=CC=C1)OCCN1CCN(CC1)CCOCC1=CC=CC=C1